ClC=1C(=CC(=C(C1)S(=O)(=O)NC=1SC=CN1)C)N[C@@H](C)C1=C(C=CC=C1)F (S)-5-chloro-4-((1-(2-fluorophenyl)ethyl)amino)-2-methyl-N-(thiazol-2-yl)benzenesulfonamide